tert-butyl ((2S)-1-(((2S)-1-((4-(28-hydroxy-26-methyl-27-oxo-2,5,8,11,14,17,20,23-octaoxa-26-azaoctacosan-28-yl)phenyl)amino)-1-oxopropan-2-yl)amino)-1-oxopropan-2-yl)carbamate OC(C(N(CCOCCOCCOCCOCCOCCOCCOCCOC)C)=O)C1=CC=C(C=C1)NC([C@H](C)NC([C@H](C)NC(OC(C)(C)C)=O)=O)=O